ClCCOC(NC1(CC1)C#C)=O (1-ethynyl-cyclopropyl)-carbamic acid 2-chloro-ethyl ester